FC=1C(=C(C#N)C=CC1OC(C)C)N1CCNCC1 3-fluoro-4-isopropoxy-2-(piperazin-1-yl)benzonitrile